1,6-diacryloyloxy-2,2,3,3,4,4,5,5-octafluorohexane C(C=C)(=O)OCC(C(C(C(COC(C=C)=O)(F)F)(F)F)(F)F)(F)F